(R)-N-((R)-1-cyano-2-((S)-2-oxopiperidin-3-yl)ethyl)-2-((2,5-difluorophenyl)-D-alanyl)-2-azabicyclo[2.2.2]octane-3-carboxamide C(#N)[C@@H](C[C@H]1C(NCCC1)=O)NC(=O)[C@@H]1N(C2CCC1CC2)C([C@H](NC2=C(C=CC(=C2)F)F)C)=O